FC1=CC=C(C=C1)CN1C(C(=C(C2=CC(=CN=C12)C1=NC=C(C=C1)[N+]#[C-])O)C(=O)OCC)=O ethyl 1-[(4-fluorophenyl) methyl]-4-hydroxy-6-(5-isocyano-2-pyridyl)-2-oxo-1,8-naphthyridine-3-carboxylate